C(C)OC(CCC(=O)N1CC2=CC(=C(C(=C2C1)F)OCCCBr)OC)=O 4-(5-(3-bromopropyloxy)-4-fluoro-6-methoxyisoindolin-2-yl)-4-oxobutanoic acid ethyl ester